(S)-2'-chloro-6'-(5-fluoro-6-methoxy-1H-1,3-benzodiazol-2-yl)-4-(pyrrolidine-1-carbonyl)-[1,1'-biphenyl]-2-carboxylic acid ClC1=C(C(=CC=C1)C1=NC2=C(N1)C=C(C(=C2)F)OC)C=2C(=CC(=CC2)C(=O)N2CCCC2)C(=O)O